2-({3-chloro-2-[(4-chloro-2-fluorophenyl)methoxy]-5,6,7,8-tetrahydro-1,7-naphthyridin-7-yl}methyl)-3-(2-methanesulfonylethyl)-3H-imidazo[4,5-b]pyridine-5-carboxylic acid ClC=1C(=NC=2CN(CCC2C1)CC1=NC=2C(=NC(=CC2)C(=O)O)N1CCS(=O)(=O)C)OCC1=C(C=C(C=C1)Cl)F